4-(3-(2-(1H-benzo[d]imidazol-2-yl)-2-cyanovinyl)-2,5-dimethyl-1H-pyrrol-1-yl)benzonitrile N1C(=NC2=C1C=CC=C2)C(=CC2=C(N(C(=C2)C)C2=CC=C(C#N)C=C2)C)C#N